CN(C[C@@H]([C@@H](CC)C=1C=C(C=CC1)O)C)C (1R,2R)-3-(3-dimethylamino-1-ethyl-2-methyl-propyl)-phenol